NCCC1=CC=CC2=C1NC(=N2)CNC2=NC(=NC=1N2N=CC1Cl)N1CCOCC1 N-{[7-(2-aminoethyl)-1H-benzimidazol-2-yl]methyl}-8-chloro-2-(morpholin-4-yl)pyrazolo[1,5-a][1,3,5]triazin-4-amine